C=C(C)C1=C(N(C=C1)C(=O)OC(C)(C)C)C(=O)OC 1-(tert-butyl) 2-methyl 3-(prop-1-en-2-yl)-1H-pyrrole-1,2-dicarboxylate